ClC1=C(C(=CC(=C1)Cl)F)NC=1N(C2=NC(=NC=C2N1)N[C@H]1CC(CC1)(F)F)C1CCC(CC1)C(=O)N (1R,4s)-4-(8-(2,4-dichloro-6-fluorophenylamino)-2-((S)-3,3-difluorocyclopentylamino)-9H-purin-9-yl)cyclohexanecarboxamide